1-(5-fluoro-1H-indazol-3-yl)-3-(6-(4-isopropyl-4H-1,2,4-triazol-3-yl)pyridin-2-yl)urea FC=1C=C2C(=NNC2=CC1)NC(=O)NC1=NC(=CC=C1)C1=NN=CN1C(C)C